FC1=C(C(=C(C(=C1F)F)F)F)[B-](C1=C(C(=C(C(=C1F)F)F)F)F)(C1=C(C(=C(C(=C1F)F)F)F)F)C1=C(C(=C(C(=C1F)F)F)F)F.C(CCCCCCCCCCCCCCC)[NH+](CCCCCCCCCCCC)C1=C(C=CC=C1)C N-hexadecyl-N-dodecyl-tolylammonium tetrakis(perfluorophenyl)borate